SSP sulfanyl-thio-phosphine